3-[4-(4-nitrophenyl)piperazin-1-yl]-8-azaspiro[4.5]decane [N+](=O)([O-])C1=CC=C(C=C1)N1CCN(CC1)C1CCC2(C1)CCNCC2